C(N)(=O)NC1=CC2=C(N=C(S2)NC(=O)NC2=CC(=C(C=C2)O)Cl)C=C1 1-[6-(carbamoylamino)-1,3-benzothiazol-2-yl]-3-(3-chloro-4-hydroxyphenyl)urea